Boc-L-alanine N-succinimidyl ester C[C@@H](C(=O)ON1C(=O)CCC1=O)NC(=O)OC(C)(C)C